acryloxyethyl-dimethyl-ethyl-ammonium bromide [Br-].C(C=C)(=O)OCC[N+](CC)(C)C